CN1CCOC2(C1)C=C(C(C(C2)(C)C)=O)C#N 4,10,10-trimethyl-9-oxo-1-oxa-4-azaspiro[5.5]undec-7-ene-8-carbonitrile